C(C)OC(C1=C(C=CC=C1)N1C2=C(OCCC1)N=C1C(=C2)C=CN1)=O 2-(2,3,4,7-tetrahydro-1H-pyrrolo[3',2':5,6]pyrido[2,3-b][1,4]oxazepin-1-yl)benzoic acid ethyl ester